ClC1=CC(=C(C(=O)NC=2C=C(C=CC2N2CCN(CC2)C)N2N=NC(=C2)C(=O)NCCCN2CCOCC2)C=C1)C(F)(F)F 1-(3-(4-chloro-2-(trifluoromethyl)benzamido)-4-(4-methylpiperazin-1-yl)phenyl)-N-(3-morpholinopropyl)-1H-1,2,3-triazole-4-carboxamide